2-[4-methyl-3-[5-methyl-6-(3-methyl-1-tetrahydropyran-2-yl-pyrazolo[3,4-C]pyridin-4-yl)-3-pyridinyl]-2-oxo-benzimidazol-1-yl]acetic acid CC1=CC=CC=2N(C(N(C21)C=2C=NC(=C(C2)C)C2=C1C(=CN=C2)N(N=C1C)C1OCCCC1)=O)CC(=O)O